BrC=1C=CC2=C3B(C=4C=CC=CC4OC13)C=1C=CC=CC1O2 8-bromo-5,9-dioxa-13b-boranaphtho[3,2,1-de]anthracene